ClC1=NC=C(C(=N1)NC1=C(C=C(C=C1)C(F)(F)F)OC(C)C)C#N 2-chloro-4-((2-isopropoxy-4-(trifluoromethyl)phenyl)amino)pyrimidine-5-carbonitrile